C1(CC1)C(C1=CC=C(S1)S(=O)(N)=NC(NC1=C2C(=CC=3CCCC13)CC2)=O)NC 5-(Cyclopropyl(methylamino)methyl)-N'-((2,4,5,6-tetrahydro-1H-cyclobuta[f]inden-3-yl)carbamoyl)thiophene-2-sulfonimidamide